1-(hydroxymethyl)-3-(1-oxo-5-(((R)-piperidin-3-yl)oxy)isoindolin-2-yl)piperidine-2,6-dione OCN1C(C(CCC1=O)N1C(C2=CC=C(C=C2C1)O[C@H]1CNCCC1)=O)=O